3-(3,5-difluorophenyl)-7-fluoro-1-(trifluoromethyl)-5,6,7,8-tetrahydroindolizin-8-ol FC=1C=C(C=C(C1)F)C1=CC(=C2C(C(CCN12)F)O)C(F)(F)F